(4-(3-(benzoxazol-2-yl)phenyl)naphthalene-1-yl)boric acid O1C(=NC2=C1C=CC=C2)C=2C=C(C=CC2)C2=CC=C(C1=CC=CC=C21)OB(O)O